N[C@@H]1C(OC(C1)(C)C)=O (S)-3-amino-5,5-dimethyl-dihydrofuran-2(3H)-one